N-[(1H-benzimidazol-2-yl)methyl]-8-(3-fluorophenyl)-2-(methylsulfanyl)pyrazolo[1,5-a][1,3,5]triazin-4-amine N1C(=NC2=C1C=CC=C2)CNC2=NC(=NC=1N2N=CC1C1=CC(=CC=C1)F)SC